vinylpyrrolidoneOne C(=C)N1C(C(CC1)=O)=O